C(C1=CC(=O)NC(=O)N1)(=O)OC(C[N+](C)(C)C)CC([O-])=O CARNITINE OROTATE